NC=1C=C(C(=C(C1)[C@@H](C)NC(=O)C1=NN(C(C(=C1)C)=O)C=1C=NC=C(C1)C=1N(N=NC1)C)F)C(F)(F)F N-[(1R)-1-[5-amino-2-fluoro-3-(trifluoromethyl)phenyl]ethyl]-5-methyl-1-[5-(3-methyltriazol-4-yl)-3-pyridyl]-6-oxo-pyridazine-3-carboxamide